COC(C(=C)C)=O.CN(CCOC(C(=C)C)=O)C.C(C(=C)C)(=O)OCCCC butyl methacrylate (2-dimethylaminoethyl)methacrylate methyl-methacrylate